(-)-N-ethyl-5-fluoro-2-((5-(2-(1-hydroxy-4-methylpent-3-yl)-2,6-diazaspiro[3.4]oct-6-yl)-1,2,4-triazin-6-yl)oxy)-N-isopropylbenzamide C(C)N(C(C1=C(C=CC(=C1)F)OC1=C(N=CN=N1)N1CC2(CN(C2)C(CCO)C(C)C)CC1)=O)C(C)C